FC(C1=NN=C(O1)C=1C=C(C(=NC1)CN1N=NC(=C1)C1=CC(=C(C=O)C=C1)F)F)F 4-(1-((5-(5-(difluoromethyl)-1,3,4-oxadiazol-2-yl)-3-fluoropyridin-2-yl)methyl)-1H-1,2,3-triazol-4-yl)-2-fluorobenzaldehyde